CCCC(=O)C methyl-n-Propyl ketone